(S)-1-bromopropan-2-amine hydrobromide Br.BrC[C@H](C)N